C[Si](C)(C)C#CC1=CC=C(CCNC(OC(C)(C)C)=O)C=C1 tert-Butyl (4-((trimethylsilyl)ethynyl)phenethyl)carbamate